glycidyl-α-ethylacrylate C(C1CO1)OC(C(=C)CC)=O